[2-(4,4-dioctoxybutanoyloxymethyl)-2-[[(Z)-octadec-9-enoyl]oxymethyl]-3-[4-(2-pyrrolidin-1-ylethylcarbamoyloxy)decanoyloxy]propyl] (Z)-octadec-9-enoate C(CCCCCCC\C=C/CCCCCCCC)(=O)OCC(COC(CCC(CCCCCC)OC(NCCN1CCCC1)=O)=O)(COC(CCCCCCC\C=C/CCCCCCCC)=O)COC(CCC(OCCCCCCCC)OCCCCCCCC)=O